NC1=CC=C2C(=N1)CC[C@H]2NC([C@H](C)NC(=O)[C@@H]2NC[C@H](C2)CC2=CC(=CC=C2)Cl)=O (2R,4S)-N-((S)-1-(((R)-2-amino-6,7-dihydro-5H-cyclopenta[b]pyridin-5-yl)amino)-1-oxopropan-2-yl)-4-(3-chlorobenzyl)pyrrolidine-2-carboxamide